tri-n-octylammonium bis(trifluoromethylsulfonyl)imide [N-](S(=O)(=O)C(F)(F)F)S(=O)(=O)C(F)(F)F.C(CCCCCCC)[NH+](CCCCCCCC)CCCCCCCC